N1(CCC1)CC1=C(CN(C(=O)C2CC2)CC(NC=2C=C3CC4(C(NC5=NC=CC=C54)=O)CC3=CC2)=O)C=CC=C1 N-(2-(Azetidin-1-ylmethyl)benzyl)-N-(2-oxo-2-((2'-oxo-1,1',2',3-tetrahydrospiro[indene-2,3'-pyrrolo[2,3-b]pyridin]-5-yl)amino)ethyl)cyclopropanecarboxamide